4-(2-chloroazetyl)morpholine ClC1=NC=C1N1CCOCC1